(R)-(1-(4-fluorophenyl)-6-((5-methyl-1H-pyrazol-4-yl)sulfonyl)-4,4a,5,6,7,8-hexahydro-1H-pyrazolo[3,4-g]isoquinolin-4a-yl)(4-methylpyridin-2-yl)methanone FC1=CC=C(C=C1)N1N=CC2=C1C=C1CCN(C[C@]1(C2)C(=O)C2=NC=CC(=C2)C)S(=O)(=O)C=2C=NNC2C